CC1=NOCC1 3-methylisoxazoline